CN(C1CCN(CC1)C=1C(=CC2=C(C(C=3NC4=CC(=CC=C4C3C2=O)C#C)(C)C)C1)C#N)C 8-(4-(Dimethylamino)piperidin-1-yl)-3-ethynyl-6,6-dimethyl-11-oxo-6,11-dihydro-5H-benzo[b]Carbazole-9-carbonitrile